4-((4'-cyano-[1,1'-biphenyl]-4-yl)thio)-1H-1,2,3-triazole C(#N)C1=CC=C(C=C1)C1=CC=C(C=C1)SC=1N=NNC1